N1(N=NC=C1)C=1C=C(C=NC1)COC1=C(C=O)C=C(C(=C1)OCC=1C(N(C=CC1)C1=CC2=C(OCCO2)C=C1)=O)Cl 2-((5-(1H-1,2,3-triazol-1-yl)pyridin-3-yl)methoxy)-5-chloro-4-((1-(2,3-dihydrobenzo[b][1,4]dioxin-6-yl)-2-oxo-1,2-dihydropyridin-3-yl)methoxy)benzaldehyde